C(=O)(OC(C)(C)C)NC(C(=O)O)CCC(=O)OC 2-(Boc)amino-5-methoxy-5-oxopentanoic acid